N-{4-[2-amino-5-(3,4-dimethoxyphenyl)pyridin-3-yl]-3-fluorophenyl}-5-(4-methylphenyl)-4-oxo-1-(tetrahydro-2H-pyran-4-ylmethyl)-1,4-dihydropyridine-3-carboxamide mesylate salt S(C)(=O)(=O)O.NC1=NC=C(C=C1C1=C(C=C(C=C1)NC(=O)C1=CN(C=C(C1=O)C1=CC=C(C=C1)C)CC1CCOCC1)F)C1=CC(=C(C=C1)OC)OC